4-methyl-3,6-dihydro-2H-pyran-2-one CC=1CC(OCC1)=O